CN1CCN(CC1)C1=C(C=C(C=C1)[N+](=O)[O-])NC1=NC=CC(=N1)N N2-(2-(4-methylpiperazin-1-yl)-5-nitrophenyl)pyrimidine-2,4-diamine